CC1=NC(=NO1)C=1C=C(C(=O)NCCC(=O)NC=2SC(=C(N2)C)C2=NC(=NO2)C)C=CC1 3-(5-methyl-1,2,4-oxadiazol-3-yl)-N-(3-((4-methyl-5-(3-methyl-1,2,4-oxadiazol-5-yl)thiazol-2-yl)amino)-3-oxopropyl)benzamide